isopentyltin C(CC(C)C)[Sn]